methyl (((cis-3-(2-amino-6-methoxy-9H-purin-9-yl)cyclobutyl)methoxy)(2-chlorophenoxy) phosphoryl)-L-alaninate NC1=NC(=C2N=CN(C2=N1)[C@H]1C[C@H](C1)COP(=O)(OC1=C(C=CC=C1)Cl)N[C@@H](C)C(=O)OC)OC